C(C)(C)C1=C(NC2=CC=C(C=C12)C1CCN(CC1)C1COC1)C1=CC=2N(C=C1)N=C(N2)C 7-(3-isopropyl-5-(1-(oxetan-3-yl)piperidin-4-yl)-1H-indol-2-yl)-2-methyl-[1,2,4]triazolo[1,5-a]pyridine